CC(CCCCCCCCC(=O)OCCCCCCCN(CCCCO)CCCCCCCOC(C(CCCCCCCCF)CCCCCCCC)=O)C 7-((7-((10-fluoro-2-octyldecanoyl)oxy)heptyl)(4-hydroxybutyl) amino)heptyl 10-methylundecanoate